C[C@@H]1O[C@H](CN(C1)C1=NC(=C2N1C1=CC(=CC=C1N=C2)C=2C=CC(=NC2)N2CCC(CC2)N(C)C)C)C 1-(5-(1-((2S,6S)-2,6-dimethylmorpholino)-3-methylimidazo[1,5-a]quinoxalin-8-yl)pyridin-2-yl)-N,N-dimethylpiperidin-4-amine